C(CCCCCCCCC)(=O)OC(CSC1CCCCC1)CCCCC(CCCCC(CSC1CCCCC1)OC(CCCCCCCCC)=O)OC(CCCN(C)C)=O 1,13-bis(Cyclohexylthio)-7-((4-(dimethylamino)butanoyl)oxy)tridecane-2,12-diyl bis-(decanoate)